ClC=1N=C(N2C(=NC3=C(C2=O)COC3)C1)SC 6-chloro-8-(methylthio)-1,3-dihydro-10H-furo[3,4-d]pyrimido[1,6-a]pyrimidin-10-one